C1N(CC12CCNCC2)C2=NN=C(S2)C=2C(=CC(=NC2)C2=CC=C1N2N=CC(=C1)C#N)NC 7-[5-(5-{2,7-diazaspiro[3.5]nonan-2-yl}-1,3,4-thiadiazol-2-yl)-4-(methylamino)pyridin-2-yl]pyrrolo[1,2-b]pyridazine-3-carbonitrile